1-(5Z,8Z,11Z,14Z,17Z-eicosapentaenoyl)-2-(11Z-octadecenoyl)-sn-glycero-3-phosphocholine CCCCCC/C=C\CCCCCCCCCC(=O)O[C@H](COC(=O)CCC/C=C\C/C=C\C/C=C\C/C=C\C/C=C\CC)COP(=O)([O-])OCC[N+](C)(C)C